N-hydroxyl-1-((4'-((methylpiperidine-4-yl)amino)-[1,1'-biphenyl]-4-yl)sulfonyl)-1,2,3,6-tetrahydropyridine-4-formamide ONC(=O)C=1CCN(CC1)S(=O)(=O)C1=CC=C(C=C1)C1=CC=C(C=C1)NC1CCN(CC1)C